ClC=1C=C(C(=NC1)N1C(C(N(C(C1)=O)CC1=CC=C(C=C1)C(F)F)C12CC(C1)(C2)O)=O)F 1-(5-chloro-3-fluoropyridin-2-yl)-4-(4-(difluoromethyl)-benzyl)-3-(3-hydroxy-bicyclo[1.1.1]pentan-1-yl)piperazine-2,5-dione